ClC1=C(C=CC=C1)C1=NNC2=NC(=CN=C21)N2CCC(CC2)(N)C 1-(3-(2-Chlorophenyl)-1H-pyrazolo[3,4-b]pyrazin-6-yl)-4-methylpiperidin-4-amine